ClC=1C=C2C(=CNC2=CC1)CCCNS(=O)(=O)C1=CC(=CC=C1)OCCCN1CCNCC1 N-(3-(5-chloro-1H-indol-3-yl)propyl)-3-(3-(piperazin-1-yl)propoxy)benzenesulfonamide